C1(CC1)N(C1=CC=C(N=N1)C1=C(C=C2C(N(C=NC2=C1)C)=O)O)C1C([C@@H]2CCC[C@H](C1)N2)F 7-(6-(cyclopropyl((1S,5R)-2-fluoro-9-azabicyclo[3.3.1]nonan-3-yl)amino)pyridazin-3-yl)-6-hydroxy-3-methylquinazolin-4(3H)-one